ClC1=C(C=CC(=C1)C)C=1CCCC2=C(C1C1=CC=C(C=C1)C(C1CN(C1)CCCF)F)C=CC(=C2)C(=O)O 8-(2-chloro-4-methylphenyl)-9-(4-(fluoro(1-(3-fluoropropyl)azetidin-3-yl)methyl)phenyl)-6,7-dihydro-5H-benzo[7]annulene-3-carboxylic acid